5-((4-(4-(azetidin-3-ylmethyl)piperazin-1-yl)phenyl)(2,2,6,6-tetramethyltetrahydro-4H-pyran-4-ylmethylene)methyl)-3-fluoro-1H-indazole N1CC(C1)CN1CCN(CC1)C1=CC=C(C=C1)C(C=1C=C2C(=NNC2=CC1)F)=CC1CC(OC(C1)(C)C)(C)C